5-methoxy-N2-(1-methylpiperidin-4-yl)pyrido[2,3-d]pyrimidine-2,4-diamine COC1=CC=NC=2N=C(N=C(C21)N)NC2CCN(CC2)C